methyl (3-nitro-4-(4,4,5,5-tetramethyl-1,3,2-dioxaborolan-2-yl)phenyl)carbamate [N+](=O)([O-])C=1C=C(C=CC1B1OC(C(O1)(C)C)(C)C)NC(OC)=O